tert-butyl 1-((benzyloxy)carbamoyl)-8-((4-(4-chlorophenoxy)-3,5-difluorophenyl)sulfonyl)-3,8-diazabicyclo[3.2.1]octane-3-carboxylate C(C1=CC=CC=C1)ONC(=O)C12CN(CC(CC1)N2S(=O)(=O)C2=CC(=C(C(=C2)F)OC2=CC=C(C=C2)Cl)F)C(=O)OC(C)(C)C